methyl 5-[3-[[(4S)-1-[(3-aminophenyl)methylsulfonyl]-2,2-dimethyl-4-piperidyl]amino]phenyl]-3-(2-tert-butoxy-2-oxo-ethoxy)-4-chloro-thiophene-2-carboxylate NC=1C=C(C=CC1)CS(=O)(=O)N1C(C[C@H](CC1)NC=1C=C(C=CC1)C1=C(C(=C(S1)C(=O)OC)OCC(=O)OC(C)(C)C)Cl)(C)C